octadec-9-ene-1,18-dioic acid C(CCCCCCCC=CCCCCCCCC(=O)O)(=O)O